Lithium 2,4,6-trimethoxy-phenoxide COC1=C([O-])C(=CC(=C1)OC)OC.[Li+]